4,7-dihydro-thieno[2,3-c]Pyridine-6(5H)-carboxylic acid tert-butyl ester C(C)(C)(C)OC(=O)N1CC2=C(CC1)C=CS2